COC1=C(NC(C2=C(C=CC=C2)N)=O)C=C(C=C1)N 2'-methoxy-2,5'-diaminobenzanilide